2-amino-3-(3-bromo-5-fluorophenyl)propionic acid NC(C(=O)O)CC1=CC(=CC(=C1)F)Br